FC(COC=1C=C(C(=O)O)C=C(C1)OCC(F)(F)F)(F)F 3,5-bis-(2,2,2-trifluoroethoxy)benzoic acid